CC1=CC=C(C=N1)N1C[C@H](CCC1)N (3S)-1-(6-methyl-3-pyridinyl)piperidin-3-amine